C1(CC1)N1N=NC2=C1C=CC(=C2OC)C=2C=C(C=CC2F)C=2C1=C(N=NC2)N(C=N1)C(C)C 4-(3-(1-Cyclopropyl-4-methoxy-1H-benzo[d][1,2,3]triazol-5-yl)-4-fluorophenyl)-7-isopropyl-7H-imidazo[4,5-c]pyridazine